methyl 4-(1,3-dioxolan-2-yl)-1-methyl-5-[3-(trifluoromethyl)phenoxy]-1H-pyrazole-3-carboxylate O1C(OCC1)C=1C(=NN(C1OC1=CC(=CC=C1)C(F)(F)F)C)C(=O)OC